BrC=1C=CC(=C(C1)O)\C=C\C1=CC(=CC=C1)OC 5-Bromo-2-[(E)-2-(3-methoxyphenyl)vinyl]phenol